N-(3-trifluoromethylphenyl)anthranilic acid FC(C=1C=C(C=CC1)NC=1C(C(=O)O)=CC=CC1)(F)F